OC[C@@H]1[C@@H](OC(O1)(C)C)[C@H](COC(C1=CC=CC=C1)(C1=CC=CC=C1)C1=CC=CC=C1)O (S)-1-((4S,5R)-5-(hydroxymethyl)-2,2-dimethyl-1,3-dioxolan-4-yl)-2-(trityloxy)ethanol